CC1=NC(=NC=C1)C1(CC1)C(=O)N (4-methylpyrimidin-2-yl)cyclopropane-1-carboxamide